Cl.N1(CCC(CC1)N1CCN(CC1)C1=CC=CC=2N(C(N(C21)C)=O)N2C(CCCC2=O)=O)C2CCNCC2 [4-(4-{[1,4'-bipiperidin]-4-yl}piperazin-1-yl)-3-methyl-2-oxo-1,3-benzodiazol-1-yl]piperidine-2,6-dione hydrochloride